C(C(=C)C)(=O)O.C(C(=C)C)(=O)O.C(C(=C)C)(=O)O.OC(CC)(O)O 1-Trihydroxymethyl-ethane Trimethacrylate